2,8-DIHYDROXYQUINOLINE OC1=NC2=C(C=CC=C2C=C1)O